ClC1=C2C(=NC=C1)C=C(O2)N2N=CC(=C2)C 7-chloro-2-(4-methyl-1H-pyrazol-1-yl)furo[3,2-b]pyridine